CC1=NN=C(O1)CC(=O)O[K] {[2-(5-methyl-1,3,4-oxadiazol-2-yl)acetyl]oxy}potassium